OCCCC#CC1=CC=C(C=C1)C=1CCN(CC1)CCC(C(=O)NOC1OCCCC1)(S(=O)(=O)C)C 4-(4-(4-(5-hydroxypent-1-yn-1-yl)phenyl)-3,6-dihydropyridin-1(2H)-yl)-2-methyl-2-(methanesulfonyl)-N-((tetrahydro-2H-pyran-2-yl)oxy)butanamide